ClC=1C=CC(=C(C1)[C@@]1(C(NC=2C1=NC=C(C2)C(F)(F)F)=O)C)OC (3S)-3-(5-chloro-2-methoxyphenyl)-3-methyl-6-(trifluoromethyl)-1H-pyrrolo[3,2-b]pyridin-2(3H)-one